(9aR)-8-(2-(5-isopropoxypyridin-2-yl)propyl)-9-oxooctahydro-2H-pyrazino[1,2-a]pyrazine-2-carbonitrile C(C)(C)OC=1C=CC(=NC1)C(CN1C([C@@H]2N(CCN(C2)C#N)CC1)=O)C